N-(4-((1S,4S)-5-(2-cyanoacetyl)-2,5-diazabicyclo[2.2.1]hept-2-yl)-1H-pyrrolo[2,3-b]pyridin-6-yl)cyclopropylcarboxamide C(#N)CC(=O)N1[C@@H]2CN([C@H](C1)C2)C2=C1C(=NC(=C2)NC(=O)C2CC2)NC=C1